14H-benzo[4,5]isoquinolino[2,1-a]perimidin-14-one C1=CC=C2C=CC=C3N=C4N(C1=C32)C(C=3C=2C(=CC=CC24)C=CC3)=O